2-[2-[[6-[(dimethylamino)methyl]-1,3-benzothiazol-2-yl]methylcarbamoyl]indan-2-yl]acetic acid CN(C)CC1=CC2=C(N=C(S2)CNC(=O)C2(CC3=CC=CC=C3C2)CC(=O)O)C=C1